oxocholesterol O=CC(C)CCC[C@@H](C)[C@H]1CC[C@H]2[C@@H]3CC=C4C[C@@H](O)CC[C@]4(C)[C@H]3CC[C@]12C